C(C)(C)C1=C(C=CC=C1)C1N(CCN(C1C)CC1=CC=C(C=C1)OC)C1CC2(C1)CCNCC2 2-(2-(2-isopropylphenyl)-4-(4-methoxybenzyl)-3-methylpiperazin-1-yl)-7-azaspiro[3.5]nonane